1-Ethyl-N-((R)-2-hydroxypropyl)-2-(2,2,2-trifluoro-1-(4-fluorophenyl)-1-hydroxyethyl)-1H-benzo[d]imidazole-6-carboxamide C(C)N1C(=NC2=C1C=C(C=C2)C(=O)NC[C@@H](C)O)C(C(F)(F)F)(O)C2=CC=C(C=C2)F